METHYLPROPANOATE COC(CC)=O